N1C=NC2=C1C=CC(=C2)N2C(C1=CC=CC=C1C2C2=CC=C(C=C2)OC2=CC=CC=C2)=O 2-(1H-benzo[d]imidazol-5-yl)-3-(4-phenoxyphenyl)isoindolin-1-one